P(=O)(OC[N+]1=C(C(=CC=C1)C1=CC(=NO1)CC1=CC=C(C=C1)CC1=CC(=CC=C1)C(C)(C)O)N)(O)[O-] (2-amino-3-(3-(4-(3-(2-hydroxypropan-2-yl)benzyl)benzyl)isoxazol-5-yl)pyridin-1-ium-1-yl)methyl hydrogen phosphate